O=C1C(=NC=C2N1[C@@H](CC2)C(=O)O)NCC2CCOCC2 (S)-4-oxo-3-(((tetrahydro-2H-pyran-4-yl)methyl)amino)-4,6,7,8-tetrahydropyrrolo[1,2-a]pyrazine-6-carboxylic acid